O=C1C=CC(=CN1)C(=O)N 6-Oxopyridine-3-carboxamide